(phenyl)-acrylamide C1(=CC=CC=C1)C(C(=O)N)=C